tert-butyl 5-((4-methoxybenzyl) thio)-1H-pyrazolo[4,3-b]pyridine-1-carboxylate COC1=CC=C(CSC2=CC=C3C(=N2)C=NN3C(=O)OC(C)(C)C)C=C1